C(C)[Si](NC(=O)N[Si](CC)(CC)CC)(CC)CC 1,3-bis(triethylsilyl)urea